ClC1=NC=CC(=N1)NS(=O)(=O)C1=CC2=CC=CC=C2C=C1 N-(2-chloro-4-pyrimidinyl)naphthalene-2-sulfonamide